10-bromodecanoic acid-(2Z)-non-2-en-1-yl ester C(\C=C/CCCCCC)OC(CCCCCCCCCBr)=O